FC=1C=C2C(=CNC2=CC1)O (S)-5-fluoroindol-3-ol